C1(=CC=CC=C1)C1=NC(=NC(=C1)C1=CC=CC=C1)C=1C=C(C=C(C1)N1C2=CC=CC=C2C=2C=C(C=CC12)C1=CC=CC2=C1SC1=C2C=CC=C1)N1C2=CC=CC=C2C=2C=C(C=CC12)C1=CC=CC2=C1SC1=C2C=CC=C1 9,9'-(5-(4,6-diphenylpyrimidin-2-yl)-1,3-phenylene)bis(3-(dibenzo[b,d]thiophen-4-yl)-9H-carbazole)